C(C)(C)(C)OC(NC1CCN(CC1)S(=O)(=O)C1=C(C(=CC=C1)Br)C(F)(F)F)=O (1-((3-bromo-2-(trifluoromethyl)phenyl)sulfonyl)piperidin-4-yl)carbamic acid tert-butyl ester